4-((S or R)-4-((1R,5S)-3,8-diazabicyclo[3.2.1]octan-3-yl)-6-chloro-8-fluoro-2-(2-((R or S)-1-methyl-pyrrolidin-2-yl)ethoxy)quinazolin-7-yl)naphthalen-2-ol [C@H]12CN(C[C@H](CC1)N2)C2=NC(=NC1=C(C(=C(C=C21)Cl)C2=CC(=CC1=CC=CC=C21)O)F)OCC[C@@H]2N(CCC2)C |o1:34|